CN1N=C2C(=C1)C(OC=1C=CC=CC12)C 2,4-dimethyl-2,4-dihydrochromeno[4,3-c]pyrazol